COCCS(=O)C1=C(C=2C(=NC(=CC2C(F)(F)F)C=2C=NC(=NC2)C)S1)N 2-((2-methoxyethyl)sulfinyl)-6-(2-methylpyrimidin-5-yl)-4-(trifluoromethyl)thieno[2,3-b]pyridin-3-amine